NC(CN(C(CF)=O)NC(=O)[C@H]1N(CCC1)C(=O)OCC1=CC=CC=C1)=O Benzyl (2S)-2-[[(2-amino-2-oxo-ethyl)-(2-fluoroacetyl)amino]carbamoyl]pyrrolidine-1-carboxylate